Trifluoro-methanesulfonic acid 5-cyano-4-methyl-2,3-dihydro-furo[2,3-b]pyridin-6-yl ester C(#N)C=1C(=C2C(=NC1OS(=O)(=O)C(F)(F)F)OCC2)C